beta-Aspartylarginin N[C@@H](CC(=O)N[C@@H](CCCNC(N)=N)C(=O)O)C(=O)O